tert-butyl (4-((isoquinolin-1-ylmethyl)amino)butyl)carbamate C1(=NC=CC2=CC=CC=C12)CNCCCCNC(OC(C)(C)C)=O